N-[4-chloro-6-(2,2-dimethylcyclohexyl)pyrimidin-2-yl]-1-methyl-pyrazole-4-sulfonamide ClC1=NC(=NC(=C1)C1C(CCCC1)(C)C)NS(=O)(=O)C=1C=NN(C1)C